Cl.FC=1C=C(OC2=CC=C(C=C2)NC(OCC=2C(=C3C(N(CC3=CC2)C2C(NC(CC2)=O)=O)=O)OC2CCNCC2)=O)C=CC1F (2-(2,6-dioxopiperidin-3-yl)-3-oxo-4-(piperidin-4-yloxy)isoindolin-5-yl)methyl (4-(3,4-difluorophenoxy)phenyl)carbamate HCl salt